1-(3-chloro-4-fluorophenyl)-3-(3-(3-(pyrrolidin-1-yl)quinoxaline-6-carbonyl)phenyl)urea ClC=1C=C(C=CC1F)NC(=O)NC1=CC(=CC=C1)C(=O)C=1C=C2N=C(C=NC2=CC1)N1CCCC1